COC1=C(C=CC(=C1)C=1C=NN(C1)C)NC=1N=CC2=C(N1)C(=NC=C2)N2CCN(CC2)C N-(2-methoxy-4-(1-methyl-1H-pyrazol-4-yl)phenyl)-8-(4-methylpiperazin-1-yl)pyrido[3,4-d]pyrimidin-2-amine